N,5-bis(4-chlorophenyl)-3-((piperidin-4-ylmethyl)imino)-3,5-dihydrophenazine-2-amine hydrochloride Cl.ClC1=CC=C(C=C1)NC1=CC2=NC3=CC=CC=C3N(C2=CC1=NCC1CCNCC1)C1=CC=C(C=C1)Cl